ClCC1=NC2=C(N1C[C@H]1OCC1)C=CC(=C2)NC(OC(C)(C)C)=O tert-butyl (S)-(2-(chloromethyl)-1-(oxetan-2-ylmethyl)-1H-benzo[d]imidazol-5-yl)carbamate